C(#N)C1=C(C=C(C=C1)F)[C@@H]([C@@H](C)C=1N(C(C(=C(N1)C(=O)NC=1C=NOC1)O)=O)C)C1=NN(C(=C1)C)C 2-((1R,2R)-1-(2-cyano-5-fluorophenyl)-1-(1,5-dimethyl-1H-pyrazol-3-yl)propan-2-yl)-5-hydroxy-N-(isoxazol-4-yl)-1-methyl-6-oxo-1,6-dihydropyrimidine-4-carboxamide